4-{(S)-2-(4-Cyclopropylthiazol-2-yl)-2-[(S)-2-(methoxycarbonylamino)-3-phenylpropanamido]ethyl}phenylsulfamic acid C1(CC1)C=1N=C(SC1)[C@H](CC1=CC=C(C=C1)NS(O)(=O)=O)NC([C@H](CC1=CC=CC=C1)NC(=O)OC)=O